9,9-bis(vinylbenzyl)-9H-fluorene C(=C)C(C1=CC=CC=C1)C1(C2=CC=CC=C2C=2C=CC=CC12)C(C1=CC=CC=C1)C=C